(R)-7-(4-aminophenyl)-3-ethyl-8-hydroxy-5-methylisochroman-1-one NC1=CC=C(C=C1)C1=CC(=C2C[C@H](OC(C2=C1O)=O)CC)C